5-bromo-7-(2,5-diphenyloxazol-4-yl)-1,7-naphthyridin-8(7H)-one BrC=1C=2C=CC=NC2C(N(C1)C=1N=C(OC1C1=CC=CC=C1)C1=CC=CC=C1)=O